ClC=1C=C2C(=NC1)NC(=C2)C(=O)ON2C(CCC2=O)=O 2,5-dioxopyrrolidin-1-yl 5-chloro-1H-pyrrolo[2,3-b]pyridine-2-carboxylate